2-(4-Bromobenzoyl)-N-(5-cyclopropyl-1-methyl-1H-1,2,3-triazol-4-yl)cyclohexanecarboxamide BrC1=CC=C(C(=O)C2C(CCCC2)C(=O)NC=2N=NN(C2C2CC2)C)C=C1